FC(C=1C=CC=C2C(=NC=NC12)N[C@H](CN1CCN(CC1)S(=O)(=O)C1=CC2=C(NC(N2)=O)C=C1)C)(F)F 5-({4-[(2S)-2-{[8-(trifluoromethyl)quinazolin-4-yl]amino}propyl]piperazin-1-yl}sulfonyl)-2,3-dihydro-1H-1,3-benzodiazol-2-one